4-((5-Chloro-1-(4-chlorobenzyl)-1H-indol-3-yl)(hydroxy)methyl)-3-methylenedihydrofuran-2(3H)-one ClC=1C=C2C(=CN(C2=CC1)CC1=CC=C(C=C1)Cl)C(C1C(C(OC1)=O)=C)O